7-(3-{1-[(4,4-difluorocyclohexyl)methyl]-1H-pyrazol-4-yl}-6-methylpyridin-2-yl)quinoline FC1(CCC(CC1)CN1N=CC(=C1)C=1C(=NC(=CC1)C)C1=CC=C2C=CC=NC2=C1)F